CC=1C(=C(SC1C(=O)[O-])C(=O)[O-])C dimethyl-2,5-thiophenedicarboxylate